4-epoxy-6-methyl-cyclohexanoic acid CC1CC(CC2C1O2)C(=O)O